[N+](=O)([O-])C1=CC=C(C(=O)O[C@@H]2C[C@H](C3=C2N=CN=C3N3C[C@H]2CC[C@@H](C3)N2C([C@H](CNC(C)C)C2=CC=C(C=C2)Cl)=O)C)C=C1 (5R,7R)-4-((1R,5S)-8-((S)-2-(4-chlorophenyl)-3-(isopropylamino) propionyl)-3,8-diazabicyclo[3.2.1]oct-3-yl)-5-methyl-6,7-dihydro-5H-cyclopenta[d]pyrimidin-7-yl 4-nitrobenzoate